tert-butyl (2S,4R)-2-((1H-1,2,3-triazol-1-yl)methyl)-4-(5-(2-cyclopropylphenyl)-1,3,4-oxadiazole-2-carboxamido)pyrrolidine-1-carboxylate N1(N=NC=C1)C[C@H]1N(C[C@@H](C1)NC(=O)C=1OC(=NN1)C1=C(C=CC=C1)C1CC1)C(=O)OC(C)(C)C